(R)-1-(2-bromopyridin-4-yl)ethan-1-ol BrC1=NC=CC(=C1)[C@@H](C)O